NC1=C(C(=CC=C1O)C)N 2,3-diamino-p-cresol